N-[4-(Chlorodifluoro-methoxy)phenyl]-1-(3-fluorophenyl)-6-oxo-1,6-dihydropyridine-3-carboxamide ClC(OC1=CC=C(C=C1)NC(=O)C1=CN(C(C=C1)=O)C1=CC(=CC=C1)F)(F)F